C(C1=CC=CC=C1)(=O)O.C(C)(C)(C)C=1C=C(C(=O)[Na])C=C(C1O)C(C)(C)C 3,5-di-tert-butyl-4-hydroxybenzoyl-sodium benzoate